NC(/C=C/CC[C@@H](C(=O)NC=1C(N(C=CC1)CC1=NC2=C(N1C(=O)OC(C)(C)C)C=CC=C2CC(C)(C)C)=O)NC(=O)OC)=O tert-butyl (S,E)-2-((3-(7-amino-2-((methoxycarbonyl)amino)-7-oxohept-5-enamido)-2-oxopyridin-1(2H)-yl)methyl)-4-neopentyl-1H-benzo[d]imidazole-1-carboxylate